C(C)(C)(C)OC(NC1=NN(C(=C1)C1=CC(=CC(=C1)OC(F)(F)F)F)C=1C=NC=C(C1)F)=O (5-(3-fluoro-5-(trifluoromethoxy)phenyl)-1-(5-fluoropyridin-3-yl)-1H-pyrazol-3-yl)carbamic acid tert-butyl ester